4-[({4-[7-(aminocarbonyl)-5-fluoro-2H-indazole-2-yl]benzyl}ammonio)methyl]-1-methylpiperidinium NC(=O)C1=CC(=CC2=CN(N=C12)C1=CC=C(C[NH2+]CC2CC[NH+](CC2)C)C=C1)F